COC1=CC=C(C=C1)S(=O)(=O)NCCOC 4-Methoxy-N-(2-methoxyethyl)benzenesulfonamide